FC(C1=NC=CC(=C1)C1=C(N=C(S1)OC[C@](CC(C)C)(N)C)C)F (S)-1-((5-(2-(difluoromethyl)pyridin-4-yl)-4-methylthiazol-2-yl)oxy)-2,4-dimethylpentan-2-amine